(1R,3S,4R)-N-((S)-1-cyano-2-((R)-2-oxopyrrolidin-3-yl)ethyl)-5,5-difluoro-2-(2-methyl-1H-indole-7-carbonyl)-2-azabicyclo[2.2.2]octane-3-carboxamide C(#N)[C@H](C[C@@H]1C(NCC1)=O)NC(=O)[C@H]1N([C@H]2CC([C@@H]1CC2)(F)F)C(=O)C=2C=CC=C1C=C(NC21)C